4-(difluoromethoxy)-3-hydroxybenzaldehyde FC(OC1=C(C=C(C=O)C=C1)O)F